[C@H](C)(CC)[C@@H]1N(CC2=C(NC1=O)C=CC=C2)C(=O)C2=CC=C(N2)C(=O)N 5-((S)-3-((S)-sec-butyl)-2-oxo-2,3,4,5-tetrahydro-1H-benzo[e][1,4]diazepine-4-carbonyl)-1H-pyrrole-2-carboxamide